C(C)(C)(C)NC/C=C/C(=O)NC1=C(C=C(C=C1)C(=O)C1=CC=C2C(=CC=CN12)C1=C2C=NN(C2=CC=C1C)C)C#N (2E)-4-(tert-butylamino)-N-{2-cyano-4-[8-(1,5-dimethyl-1H-indazol-4-yl)indolizine-3-carbonyl]phenyl}but-2-enamide